tert-butyl 2-(((methylsulfonyl)oxy)methyl)-4-tritylpiperazine-1-carboxylate CS(=O)(=O)OCC1N(CCN(C1)C(C1=CC=CC=C1)(C1=CC=CC=C1)C1=CC=CC=C1)C(=O)OC(C)(C)C